4-((4-nitrophenyl)sulfonamido)pyrrolidine-2-carboxylate [N+](=O)([O-])C1=CC=C(C=C1)S(=O)(=O)NC1CC(NC1)C(=O)[O-]